3-(5-(((1S,2R)-2-(diethylamino)cyclopentyl)oxy)-4-fluoro-1-oxoisoindolin-2-yl)piperidine-2,6-dione C(C)N([C@H]1[C@H](CCC1)OC=1C(=C2CN(C(C2=CC1)=O)C1C(NC(CC1)=O)=O)F)CC